chloro-2-((4-(4-morpholinopiperidin-1-yl)phenyl)amino)pyrimidine-4-carboxylic acid ClC=1C(=NC(=NC1)NC1=CC=C(C=C1)N1CCC(CC1)N1CCOCC1)C(=O)O